C1(=C(C=CC=C1)C1=CC=C(C(=C1)Cl)C1=NC=CC=N1)C1=CC=CC=C1 4-([1,1'-biphenyl]-2-yl)-6-chloro-phenyl-pyrimidine